cis-4-Methyl-5-butyldihydro-2(3H)-furanon C[C@@H]1CC(O[C@@H]1CCCC)=O